FC(C(=O)O)(F)F.P(=O)(O)(O)O dihydrogen phosphate trifluoroacetate salt